N-(3'-(2-aminopyrimidin-4-yl)-2-fluoro-4'-hydroxy-[1,1'-biphenyl]-4-yl)-1-(4-fluorophenyl)-4-methoxy-2-oxo-1,2-dihydropyridine-3-carboxamide NC1=NC=CC(=N1)C=1C=C(C=CC1O)C1=C(C=C(C=C1)NC(=O)C=1C(N(C=CC1OC)C1=CC=C(C=C1)F)=O)F